FC=1C=C(C=CC1OC1=C(N=CS1)C)N1N=CN(C1=O)CC1=CC=C(C=C1)OC 2-(3-fluoro-4-((4-methylthiazol-5-yl)oxy)phenyl)-4-(4-methoxybenzyl)-2,4-dihydro-3H-1,2,4-triazol-3-one